1,5-Diaminohexan NCCCCC(C)N